C12SCC(SC1)N2C(C(=O)O)CCC(=O)O 2-(2,5-dithia-7-azabicyclo[2.2.1]heptan-7-yl)pentanedioic acid